Myristyl-Lactat C(CCCCCCCCCCCCC)OC(C(O)C)=O